C1(CC1)[C@@H]1N(CCC(C1)C=1C=C(C2=C(NC(=N2)C2=CC(=C(C=C2)OC)OC)C1)F)C1CCNCC1 6-(r-cyclopropyl-[1,4'-bipiperidin]-4-yl)-2-(3,4-dimethoxyphenyl)-4-fluoro-1H-benzo[d]imidazole